2-[1-[2-(4-Cyano-4-phenyl-1-piperidyl)-6-methyl-4-oxo-chromen-8-yl]ethylamino]benzoic acid C(#N)C1(CCN(CC1)C=1OC2=C(C=C(C=C2C(C1)=O)C)C(C)NC1=C(C(=O)O)C=CC=C1)C1=CC=CC=C1